3-FLUORO-4'-HEPTYLBIPHENYL-4-BORONIC ACID FC=1C=C(C=CC1B(O)O)C1=CC=C(C=C1)CCCCCCC